(5S)-5-[[[6-[2-Chloro-3-(3-chloro-2-isoindolin-5-yl-4-pyridyl)phenyl]-2-methoxy-3-pyridyl]methylamino]methyl]pyrrolidin-2-one ClC1=C(C=CC=C1C1=C(C(=NC=C1)C=1C=C2CNCC2=CC1)Cl)C1=CC=C(C(=N1)OC)CNC[C@@H]1CCC(N1)=O